ClC=1C=C(C=C(C1)F)NC(NC1=C(C(=O)NC)C=CC=C1)=O 2-[3-(3-chloro-5-fluorophenyl)ureido]-N-methylbenzamide